Cl.N(N)C=1C=[NH+]OC1 4-hydrazino-1,2-oxazolium hydrochloride